N-(5-chloro-6-(2H-1,2,3-triazol-2-yl)pyridin-3-yl)-1-(1-(1,1-difluoroethyl)isoquinolin-4-yl)-5-(trifluoromethyl)-1H-pyrazole-4-carboxamide ClC=1C=C(C=NC1N1N=CC=N1)NC(=O)C=1C=NN(C1C(F)(F)F)C1=CN=C(C2=CC=CC=C12)C(C)(F)F